(R)-3-(6'-hydroxy-2',4',6'-trimethyl-7'-oxo-6',7'-dihydrospiro[cyclopropane-1,5'-inden]-3'-yl)propyl (2-chloroethyl)carbamate ClCCNC(OCCCC1=C(C=C2C([C@](C3(C(=C12)C)CC3)(C)O)=O)C)=O